OC1=C(C=CC=C1)C(C=CC1=CC(=CC=C1)O)=O 1-(2-Hydroxyphenyl)-3-(3-hydroxyphenyl)prop-2-en-1-one